4-[(1S,4S,5R)-5-({5-cyclopropyl-3-[2-(trifluoromethyl)phenyl]-1,2-oxazol-4-yl}methoxy)-2-azabicyclo[2.2.1]heptan-2-yl]benzoic acid C1(CC1)C1=C(C(=NO1)C1=C(C=CC=C1)C(F)(F)F)CO[C@H]1[C@@H]2CN([C@H](C1)C2)C2=CC=C(C(=O)O)C=C2